CC1=NOC(=C1)C(C(=O)O)CC 2-(3-methylisoxazol-5-yl)butanoic acid